O1CC[C@H](C2=CC=CC=C12)NC(=O)[C@@H]1CC[C@H]2N1C([C@H](CN(CC2)C(NC)=O)NC([C@H](C)NC(OC(C)(C)C)=O)=O)=O tert-butyl ((S)-1-(((5S,8S,10aR)-8-(((R)-chroman-4-yl)carbamoyl)-3-(methylcarbamoyl)-6-oxodecahydropyrrolo[1,2-a][1,5]diazocin-5-yl)amino)-1-oxopropan-2-yl)carbamate